(R)-[(2R,6R)-6-propyl-2-piperidyl](m-hydroxyphenyl)methanol potassium [K].C(CC)[C@@H]1CCC[C@@H](N1)[C@H](O)C1=CC(=CC=C1)O